3-benzyl-1-hexadecyl-2-methyl-1H-imidazol-3-ium bromide [Br-].C(C1=CC=CC=C1)[N+]1=C(N(C=C1)CCCCCCCCCCCCCCCC)C